4-hydroxymethyl-2,6-di-tert-butyl-4-methylphenol OCC1(CC(=C(C(=C1)C(C)(C)C)O)C(C)(C)C)C